(2-(2,6-diphenylpyridin-4-yl)pyrimidin-4-yl)boric acid C1(=CC=CC=C1)C1=NC(=CC(=C1)C1=NC=CC(=N1)OB(O)O)C1=CC=CC=C1